4-piperidinylpropionanilide N1CCC(CC1)C(C(=O)NC1=CC=CC=C1)C